C(=O)[O-].COC=1C=C2C(=NC=NC2=CC1OC)N1CCC(CC1)C(C[N-]S[NH-])CC N-(2-(1-(6,7-dimethoxyquinazolin-4-yl)piperidin-4-yl)butyl)thiodiamide formate